N1(CCOCC1)CC1=CC=C(C=C1)NC=1N=CC2=C(N1)C(=CS2)C=2C=C(C=CC2)NS(=O)(=O)C N-(3-(2-(4-(morpholinylmethyl)phenylamino)thieno[3,2-d]pyrimidin-7-yl)phenyl)methanesulfonamide